FC=1C=CC(=C(C(=O)NCC2=CC=C(C=C2)C2=NNC=C2C(=O)N)C1)OC 3-(4-(5-fluoro-2-methoxybenzamidomethyl)phenyl)-1H-pyrazole-4-carboxamide